calcium lead-zinc [Zn].[Pb].[Ca]